Cl.NC1CCN(CC1)C(=O)C1CCC1 (4-aminopiperidin-1-yl)(cyclobutyl)methanone hydrochloride